C(C)OC(CCSC(C)(CC(C)O)C)=O.FC1=C(C=CC2=C1OC1=C2C=CC(=C1F)F)C1=CCC(CC1)CCC 4,6,7-trifluoro-3-(4-propyl-cyclohex-1-enyl)dibenzofuran ethyl-3-((4-hydroxy-2-methylpentan-2-yl)thio)propanoate